OC1C(N(CC1)C(=O)[O-])CO 3-hydroxy-2-(hydroxymethyl)pyrrolidine-1-carboxylate